C(C)(=O)C1=C(C=C(C=C1OCC)C(CO[Si](C)(C)C(C)(C)C)=O)OCC 1-(4-Acetyl-3,5-Diethoxyphenyl)-2-{[Tert-Butyl(Dimethyl)Silyl]Oxy}Ethan-1-One